3-methylaminopropionic acid CNCCC(=O)O